germanyl glyoxylate C(C=O)(=O)O[GeH3]